C1=CC=CC2=NC=C3C=C4C(=CC3=C12)OCO4 [1,3]dioxolo[4,5-j]phenanthridine